C(C)OC=1C=C(C=NC1)N1C(C(C2=CC(=CC=C12)C(=O)NC1(CS(C1)(=O)=O)C)(C)C)=O 1-(5-ethoxy-3-pyridyl)-3,3-dimethyl-N-(3-methyl-1,1-dioxo-thietan-3-yl)-2-oxo-indoline-5-carboxamide